5-amino-3-(methylthio)pyridine-2-carbonitrile NC=1C=C(C(=NC1)C#N)SC